(S)-N-(cyclopropyl(3-methylpyridin-2-yl)methyl)-7-methyl-1H-indole C1(CC1)[C@H](N1C=CC2=CC=CC(=C12)C)C1=NC=CC=C1C